COC1=CC(=NC(=C1)C(=O)NC=1SC(=CN1)C)C1=NC=CC=C1 4-Methoxy-N-(5-methylthiazol-2-yl)-[2,2'-bipyridine]-6-carboxamide